BrC1=CC2=C3N(N=C2C=C1)CCC3(C)C 8-bromo-1,1-dimethyl-2,3-dihydropyrrolo[1,2-b]indazole